4-bromo-1-naphthalenecarbonitrile BrC1=CC=C(C2=CC=CC=C12)C#N